S(OC1=CC=C(C=C1)OCC1=CC=CC=C1)(=O)(=O)F 4-(benzyloxy)phenyl sulfurofluoridate